5-(5-ethyl-2,4-dihydroxyphenyl)-4H-1,2,4-triazole-3-carboxamide C(C)C=1C(=CC(=C(C1)C=1NC(=NN1)C(=O)N)O)O